N1=C(C=CC=C1)CN(CC1=NC=CC=C1)C1(CN(CCN(C1)C)C)C 6-{N,N-bis(pyridin-2-ylmethyl)amino}-1,4,6-trimethyl-1,4-diazepane